vanadium phosphorus amyl acetate (pentaacetate) C(C)(=O)[O-].C(C)(=O)[O-].C(C)(=O)[O-].C(C)(=O)[O-].C(C)(=O)[O-].C(C)(=O)OCCCCC.[P+3].[V+5]